FC(C1=NN(C=C1NC(=O)C=1N=COC1)C1CCC(CC1)N1C(CN(CC1)C(=O)C1CN(C1)C1=CC(=C(C(=C1)F)[C@@H]1C(NC(CC1)=O)=O)F)=O)F N-(3-(difluoromethyl)-1-((1R,4R)-4-(4-(1-(4-((R)-2,6-dioxopiperidin-3-yl)-3,5-difluorophenyl)azetidine-3-carbonyl)-2-oxopiperazin-1-yl)cyclohexyl)-1H-pyrazol-4-yl)oxazole-4-carboxamide